COC1=C(C=C(C(=C1)C(F)(F)F)OC)CC(C)N 1-[2,5-dimethoxy-4-(trifluoromethyl)phenyl]propan-2-amine